tri(2,2,3-trimethyl-1-butyl)citrate CC(CC(C(C(C(=O)[O-])(CC(C(C)C)(C)C)CC(C(C)C)(C)C)(O)C(=O)[O-])C(=O)[O-])(C(C)C)C